[Cl-].OC[P+](CO)(CO)CO Tetrakis(hydroxymethyl)phosphonium chloride salt